3-hydroxypropionyl-hydrazine hydrochloride Cl.OCCC(=O)NN